o-pyridinyl disulfide N1=C(C=CC=C1)SSC1=NC=CC=C1